{4-[4-amino-7-(trans-4-cyanocyclohexyl)pyrrolo[2,1-f][1,2,4]Triazin-5-yl]-3-fluorophenyl}-1-(4-fluorophenyl)-2-oxo-1,2-dihydropyridine-3-carboxamide NC1=NC=NN2C1=C(C=C2[C@@H]2CC[C@H](CC2)C#N)C2=C(C=C(C=C2)C2=C(C(N(C=C2)C2=CC=C(C=C2)F)=O)C(=O)N)F